CN1C(C(=C(C2=CC(=C(C=C12)O[C@H]1COCC1)C)N1CCC(CC1)C1=NC(=NO1)C1=C(C=CC=C1)C)C#N)=O |r| (Rac)-1,6-dimethyl-4-{4-[3-(2-methylphenyl)-1,2,4-oxadiazol-5-yl]piperidin-1-yl}-2-oxo-7-[(oxolan-3-yl)oxy]-1,2-dihydroquinoline-3-carbonitrile